Methyl 4-azido-4-deoxy-β-D-glucopyranoside N(=[N+]=[N-])[C@H]1[C@@H]([C@H]([C@H](OC)O[C@@H]1CO)O)O